C1=CC(=O)C=CC1=O p-benzoquinone